1-(2-chloro-5-fluoro-3-pyridyl)ethanone ClC1=NC=C(C=C1C(C)=O)F